3-bromo-5-[(pyridazin-3-yl)amino]-1-{[2-(trimethylsilyl)ethoxy]methyl}-1H-pyrazole-4-carbonitrile BrC1=NN(C(=C1C#N)NC=1N=NC=CC1)COCC[Si](C)(C)C